O1C=CC=2C1=NC=CC2NC(=O)C2CCC(CC2)C(C)NC(OC(C)(C)C)=O tert-butyl (1-((1r,4r)-4-(furo[2,3-b]pyridin-4-ylcarbamoyl)cyclohexyl)ethyl)carbamate